ClC=1C(NC(=NC1CCl)C1=CC(=NC=C1)F)=O 5-chloro-6-chloromethyl-2-(2-fluoro-pyridin-4-yl)-3H-pyrimidin-4-one